ClC=1C=C(COC(=O)N[C@H](C(=O)O)CC2=CC(=CC=C2)F)C=CC1 (S)-2-((((3-chlorobenzyl)oxy)carbonyl)amino)-3-(3-fluorophenyl)propanoic acid